3-(2,3-difluorophenoxy)-6-(7,8-dimethyl-3-(trifluoromethyl)-[1,2,4]triazolo[4,3-b]pyridazin-6-yl)-5,6,7,8-tetrahydro-1,6-naphthyridine FC1=C(OC=2C=NC=3CCN(CC3C2)C=2C(=C(C=3N(N2)C(=NN3)C(F)(F)F)C)C)C=CC=C1F